7-Methyl-2-(6-{4-[1-(propan-2-yl)piperidin-4-yl]-1,4-diazepan-1-yl}pyridine-2-yl)-1H-1,3-benzodiazole CC1=CC=CC2=C1NC(=N2)C2=NC(=CC=C2)N2CCN(CCC2)C2CCN(CC2)C(C)C